1-(4-chlorobenzyl)-3-(4-(((1-(oxetan-3-yl)piperidin-4-yl)oxy)methyl)phenyl)urea ClC1=CC=C(CNC(=O)NC2=CC=C(C=C2)COC2CCN(CC2)C2COC2)C=C1